2-(Tert-Butoxycarbonyl)-6-((cyclopropylmethyl)sulfonyl)-1,2,3,4-tetrahydroisoquinoline-1-carboxylic acid C(C)(C)(C)OC(=O)N1C(C2=CC=C(C=C2CC1)S(=O)(=O)CC1CC1)C(=O)O